O=C1C=C(N=C2N1C=CC=C2)C(=O)NCC2=CC=C1C=C(NC1=C2)CNCC#C 4-oxo-N-[[2-[(prop-2-ynylamino)methyl]-1H-indol-6-yl]methyl]pyrido[1,2-a]pyrimidine-2-carboxamide